2-chloro-9-[(3R)-tetrahydrofuran-3-yl]-7H-purin-8-one ClC1=NC=C2NC(N(C2=N1)[C@H]1COCC1)=O